6-(((5-Fluorobenzo[d]oxazol-2-yl)methyl)thio)-1-phenyl-1,5-dihydro-4H-pyrazolo[3,4-d]pyrimidin-4-on FC=1C=CC2=C(N=C(O2)CSC=2NC(C3=C(N2)N(N=C3)C3=CC=CC=C3)=O)C1